CCCCOCCOCCOCCO butoxytriethylene glycol